6-(8-((5-(trifluoromethyl)furan-3-yl)sulfonyl)-8-azaspiro[4.5]decan-2-yl)-2-oxa-6-azaspiro[3.3]heptane FC(C1=CC(=CO1)S(=O)(=O)N1CCC2(CCC(C2)N2CC3(COC3)C2)CC1)(F)F